COC(C1=C(C=C(C(=C1)NC)F)F)=O 2,4-difluoro-5-(methylamino)benzoic acid methyl ester